BrCCOC(C)(C)C1CN(CC1)C(=O)OC(C)(C)C tert-butyl 3-(2-(2-bromoethoxy)propan-2-yl)pyrrolidine-1-carboxylate